C(C)N(C(=O)N1N=C(N=C1)S(=O)(=O)C1=C(C=C(C=C1C)C)C)CC N,N-diethyl-3-[(2,4,6-trimethylphenyl)sulfonyl]-1H-1,2,4-triazole-1-carboxamide